N7-[(3S)-6,7-difluoro-2,3-dihydrobenzofuran-3-yl]-2-(methoxymethyl)pyrazolo[1,5-a]pyrimidine-3,7-dicarboxamide FC1=C(C2=C([C@@H](CO2)NC(=O)C2=CC=NC=3N2N=C(C3C(=O)N)COC)C=C1)F